2'-Hydroxy-4',6'-diisoprenyloxychalcone OC1=C(C(/C=C/C2=CC=CC=C2)=O)C(=CC(=C1)OC=CC(C)=C)OC=CC(C)=C